N2-[2-(5-methoxy-1H-indol-3-yl)ethyl]-N4-(1-methyl-1H-benzo[d]imidazol-5-yl)pyrimidine-2,4-diamine COC=1C=C2C(=CNC2=CC1)CCNC1=NC=CC(=N1)NC1=CC2=C(N(C=N2)C)C=C1